N-(pentan-2-yl)heptane-1,7-diamine CC(CCC)NCCCCCCCN